isotetradecyl hydroxy ether acetate C(C)(=O)O.OOCCCCCCCCCCCC(C)C